pyrazolo[1,5-a]pyrido[4,3-e]pyrimidine N1=CC=C2N1C1=C(C=N2)C=CN=C1